NCC1CC2(C1)OC(N(C2)[C@@H](C)C=2C=CC=C1C(=C(NC21)C(=O)O)N2CCS(CC2)(=O)=O)=O 7-((S)-1-((2S,4r)-2-(aminomethyl)-6-oxo-5-oxa-7-azaspiro[3.4]octan-7-yl)ethyl)-3-(1,1-dioxidothiomorpholino)-1H-indole-2-carboxylic acid